3,5-bis(3,4-dihydroxyphenyl)-4-hydroxyphenylsulfide OC=1C=C(C=CC1O)C=1C=C(C=C(C1O)C1=CC(=C(C=C1)O)O)SC1=CC(=C(C(=C1)C1=CC(=C(C=C1)O)O)O)C1=CC(=C(C=C1)O)O